C(C1=CC=CC=C1)(=O)NC(NC=1C=C(C(=O)O)C=CC1)=S 3-(3-benzoylthioureido)benzoic acid